C1(=CC=CC=C1)C(C(=O)OC)C1NCCCC1 methyl 2-phenyl-2-(piperidin-2-yl)acetate